6-methoxy-3-cyanoquinoline COC=1C=C2C=C(C=NC2=CC1)C#N